3-(1-oxo-5-(((1S,2S)-2-(3-(quinolin-2-yl)azetidin-1-yl)cyclohexyl)oxy)isoindolin-2-yl)piperidine-2,6-dione O=C1N(CC2=CC(=CC=C12)O[C@@H]1[C@H](CCCC1)N1CC(C1)C1=NC2=CC=CC=C2C=C1)C1C(NC(CC1)=O)=O